O=C1NC(CCC1NC1=CC=C(CN(C)CC2=CC=C(C(=O)NC3=CC(=C(C=C3)C)NC3=NC=CC(=N3)C=3C=NC=CC3)C=C2)C=C1)=O 4-(((4-((2,6-dioxopiperidin-3-yl)amino)benzyl)(methyl)amino)methyl)-N-(4-methyl-3-((4-(pyridin-3-yl)pyrimidin-2-yl)amino)phenyl)benzamide